NC=1N=NC=CC1N1CCN(C2(CC2)C1)C(=O)OC(C)(C)C tert-butyl 7-(3-aminopyridazin-4-yl)-4,7-diazaspiro[2.5]octane-4-carboxylate